(S)-N'-(1,2,3,5,6,7-hexahydro-s-indacen-4-ylcarbamoyl)-4-(2-hydroxypropan-2-yl)furan-2-sulfonimidamide C1CCC2=C(C=3CCCC3C=C12)NC(=O)N=[S@@](=O)(N)C=1OC=C(C1)C(C)(C)O